7-Benzyloxy-2,3-dihydro-benzo[1,4]dioxine-2-carboxylic acid 3-morpholin-4-ylmethyl-benzylamide N1(CCOCC1)CC=1C=C(CNC(=O)C2COC3=C(O2)C=C(C=C3)OCC3=CC=CC=C3)C=CC1